C(CCC)OC(=O)N1C2(C(N(C2C)[C@H](C(=O)NC(C)(C)C)[C@@H](C)O)=O)CCC1C butyl-2-((2S,3R)-1-(tert-butylamino)-3-hydroxy-1-oxobutan-2-yl)-1,6-dimethyl-3-oxo-2,5-diazaspiro[3.4]octane-5-carboxylate